tetraethyl-tert-butyl((27-((4-methoxybenzyl)oxy)heptacos-20-yn-10-yl)oxy)dimethylsilane C(C)CC(C(CC)(CC)CC)(C)[Si](C)(C)OC(CCCCCCCCC)CCCCCCCCCC#CCCCCCCOCC1=CC=C(C=C1)OC